2,2',2''-(10-(furan-2-ylmethyl)-1,4,7,10-tetraazacyclododecane-1,4,7-triyl)triacetic acid O1C(=CC=C1)CN1CCN(CCN(CCN(CC1)CC(=O)O)CC(=O)O)CC(=O)O